tetradecan-5-en-1-ol C(CCCC=CCCCCCCCC)O